3,3-difluoro-N,N-dimethyl-3-[3-(4,4,5,5-tetramethyl-1,3,2-dioxaborolan-2-yl)phenyl]propan-1-amine FC(CCN(C)C)(C1=CC(=CC=C1)B1OC(C(O1)(C)C)(C)C)F